C(#N)C1=CC=C(OC2=CC=C3C(=N2)SC(=N3)NC(=O)C3=CN=NC=C3C3=C(C=CC=C3)OC)C=C1 N-(5-(4-cyanophenoxy)thiazolo[5,4-b]pyridin-2-yl)-5-(2-methoxyphenyl)pyridazine-4-carboxamide